C(C(C)(C)C)(=O)OC(=O)C1=CC(=NN1CC)C 1-ethyl-3-methyl-1H-pyrazole-5-carboxylic acid pivalic anhydride